2,2,2-trifluoro-1-(2,4,6-trimethylphenyl)ethanone O-(2-naphthylsulfonyl)oxime C1=C(C=CC2=CC=CC=C12)S(=O)(=O)ON=C(C(F)(F)F)C1=C(C=C(C=C1C)C)C